BrCC[C@](C(=O)OCC)(S(=O)(=O)C)C ethyl (2R)-4-bromo-2-methyl-2-(methylsulfonyl)butanoate